palladium (6-oxo-2,4-cyclohexadien-1-yl)triphenylphosphine O=C1C=CC=CC1C1=C(C=CC=C1)P(C1=CC=CC=C1)C1=CC=CC=C1.[Pd]